C1(CCCCCC1)(CO)CO cycloheptanedimethanol